3,5-DIMETHYL-1H-PYRROLE-2-CARBOXYLIC ACID CC1=C(NC(=C1)C)C(=O)O